3-(5-((2,3-difluoro-6-(methoxy-d3)phenyl)methoxy-d)-2-fluoro-4-(methoxy-d3)phenyl)-2,4-dioxo-1,2,3,4-tetrahydrothieno[3,4-d]pyrimidine-5-carboxylic acid FC1=C(C(=CC=C1F)OC([2H])([2H])[2H])C(OC=1C(=CC(=C(C1)N1C(NC=2C(C1=O)=C(SC2)C(=O)O)=O)F)OC([2H])([2H])[2H])[2H]